(1S,2S,5R)-N-(2-fluoro-2-phenylethyl)-1-hydroxy-2-isopropyl-5-methylcyclohexane-1-carboxamide FC(CNC(=O)[C@]1([C@@H](CC[C@H](C1)C)C(C)C)O)C1=CC=CC=C1